C(CCCCCCC)OC1=CC=C(C=C1)NC1=CC=C(C=C1)C1=CC=C(NC2=CC=C(C=C2)OCCCCCCCC)C=C1 N,N'-bis(4-octyloxyphenyl)benzidine